C(CCCCCC)C(C(=O)[O-])CCCCCCC 2-heptylnonanoate